vinyl-tri-(2-methoxyethoxy)silane C(=C)[Si](OCCOC)(OCCOC)OCCOC